ClC1=CC2=C(N(C(C(N2C)=O)=O)C2CCN(CC2)C2=NC=C(C=N2)C(=O)NCCN(C)C)N=C1 2-(4-(7-chloro-1-methyl-2,3-dioxo-2,3-dihydropyrido[2,3-b]pyrazin-4(1H)-yl)piperidin-1-yl)-N-(2-(dimethylamino)ethyl)pyrimidine-5-carboxamide